FCC(=O)N(C1=CC=CC2=CC=CC=C12)C 2-fluoro-N-methyl-N-1-naphthyl-acetamide